spiro[1,3-benzodioxole-2,1'-cyclohexane]-6-carboxamide C12(CCCCC1)OC1=C(O2)C=C(C=C1)C(=O)N